N-((1-(5-(4-hydroxyphenyl)-6-phenylpyrazin-2-yl)piperidin-4-yl)methyl)benzamide OC1=CC=C(C=C1)C=1N=CC(=NC1C1=CC=CC=C1)N1CCC(CC1)CNC(C1=CC=CC=C1)=O